ClC1=CC=C(CN2[C@@]3(CCN(C3)C3=NC=C(C=C3)C)C(N(CC2=O)C(C)C)=O)C=C1 (R)-6-(4-chlorobenzyl)-9-isopropyl-2-(5-methylpyridin-2-yl)-2,6,9-triazaspiro[4.5]decane-7,10-dione